N[C@H](CC1=C(C2=NC(=CC(=C2S1)NCC=1SC=CN1)Cl)Cl)C 2-[(2S)-2-aminopropyl]-3,5-dichloro-N-[(1,3-thiazol-2-yl)methyl]thieno[3,2-b]pyridin-7-amine